FC1=C(C=CC=C1OC)C(C(=O)OC)C(C)=O methyl 2-(2-fluoro-3-methoxyphenyl)-3-oxo-butanoate